Cl.O=C1NC(CCC1NC=1C=C(C=CC1)NC(C)=O)=O N-(3-((2,6-dioxopiperidin-3-yl)amino)phenyl)acetamide hydrochloride salt